S1C(NCC1)=O Thiazolidine-2-One